(4-chloro-2-hydroxynaphthalen-1-yl)boric acid ClC1=CC(=C(C2=CC=CC=C12)OB(O)O)O